diglycidyl-4-(4-phenoxyphenoxy)aniline C(C1CO1)N(C1=CC=C(C=C1)OC1=CC=C(C=C1)OC1=CC=CC=C1)CC1CO1